CC1=CC=CC(=N1)C1=NC=CC(=N1)NC1=NC(=NC=C1)NC1=CC=C(C=C1)N1CCN(CC1)CC1CNCC1 N4-[2-(6-methyl-2-pyridyl)pyrimidin-4-yl]-N2-[4-[4-(pyrrolidin-3-ylmethyl)piperazin-1-yl]phenyl]pyrimidine-2,4-diamine